2-(4-chlorophenyl)-N-ethyl-benzotriazol-5-amine ClC1=CC=C(C=C1)N1N=C2C(=N1)C=CC(=C2)NCC